FC1=C(C=CC(=C1F)B1OC(C(O1)(C)C)(C)C)C=1C(=NN(C1)CCOC)C 4-[2,3-difluoro-4-(4,4,5,5-tetramethyl-1,3,2-dioxaborolan-2-yl)phenyl]-1-(2-methoxyethyl)-3-methyl-pyrazole